S1C=CC=2C1=C(N=CC2)C(=O)N thieno[2,3-c]pyridine-7-carboxamide